4-Hydroxypiperidin-1-yl(methyl)chromeno[4,3,2-de]phthalazin-3(2H)-one OC1CCN(CC1)C1=CC=C2C=3C(=NN(C(C13)=O)C)C=1C=CC=CC1O2